{3-[(3S,4S)-4-amino-3-methyl-2-oxa-8-azaspiro[4.5]decan-8-yl]-6-{[3-chloro-2-(1H-imidazol-1-yl)pyridin-4-yl]sulfanyl}-5-methylpyrazin-2-yl}methanol N[C@@H]1[C@@H](OCC12CCN(CC2)C=2C(=NC(=C(N2)C)SC2=C(C(=NC=C2)N2C=NC=C2)Cl)CO)C